3'-(1-(5-(aminomethyl)-2-methylbenzamido)ethyl)-5-chloro-5'-(1-methyl-1H-pyrazol-4-yl)-[1,1'-biphenyl]-3-carboxamide NCC=1C=CC(=C(C(=O)NC(C)C=2C=C(C=C(C2)C=2C=NN(C2)C)C2=CC(=CC(=C2)Cl)C(=O)N)C1)C